4-Chloro-5-iodo-2-methyl-7-((2-(trimethylsilyl)ethoxy)methyl)-7H-pyrrolo[2,3-d]pyrimidine ClC=1C2=C(N=C(N1)C)N(C=C2I)COCC[Si](C)(C)C